oxybis(ethane-2,1-diyl) bis(2-methylacrylate) CC(C(=O)OCCOCCOC(C(=C)C)=O)=C